FC1=CC=C(C=C1)C1=C(N=C(S1)N)C 5-(4-fluorophenyl)-4-methylthiazol-2-amine